tert-butyl-[[13-chloro-8-(2,6-difluorophenyl)-3-(2-trimethylsilylethoxymethyl)-3,4,7,9,12-pentazatricyclo[8.4.0.02,6]tetradeca-1(10),2(6),4,7,11,13-hexaen-5-yl]methoxy]-dimethyl-silane C(C)(C)(C)[Si](C)(C)OCC1=NN(C=2C=3C=C(N=CC3NC(=NC12)C1=C(C=CC=C1F)F)Cl)COCC[Si](C)(C)C